tert-butyl (S)-2-((((9H-fluoren-9-yl)methoxy)carbonyl)amino)-2-methylpent-4-enoate C1=CC=CC=2C3=CC=CC=C3C(C12)COC(=O)N[C@](C(=O)OC(C)(C)C)(CC=C)C